2-(5-methanesulfonyl-2-{[3-(4-{[(1S,4S)-4-{2-oxa-6-azaspiro[3.3]heptan-6-yl}cyclohexyl]amino}-1-(2,2,2-trifluoroethyl)-1H-indol-2-yl)prop-2-yn-1-yl]amino}phenoxy)ethan-1-ol CS(=O)(=O)C=1C=CC(=C(OCCO)C1)NCC#CC=1N(C2=CC=CC(=C2C1)NC1CCC(CC1)N1CC2(COC2)C1)CC(F)(F)F